2-((2E,6E)-3,7-Dimethylnona-2,6-dienyl)cyclopentanol C\C(=C/CC1C(CCC1)O)\CC\C=C(\CC)/C